6-methoxy-imidazo[1,2-a]pyridine COC=1C=CC=2N(C1)C=CN2